7-azaspiro[3.5]nonane-2-one C1C(CC12CCNCC2)=O